NC[C@@H](CNC(OC(C)(C)C)=O)C (S)-tert-Butyl 3-amino-2-methylpropylcarbamate